COC(C)S(=O)(=O)N methoxyethane-1-sulfonamide